tert-butyl (S)-3-((6-bromoimidazo[1,5-a]pyridin-8-yl)oxy)pyrrolidine-1-carboxylate BrC=1C=C(C=2N(C1)C=NC2)O[C@@H]2CN(CC2)C(=O)OC(C)(C)C